N-[6-(5-chloro-1,3-benzoxazol-2-yl)spiro[3.3]heptan-2-yl]-5-[[2-(2-methoxyethoxy)acetyl]sulfamoyl]furan-2-carboxamide ClC=1C=CC2=C(N=C(O2)C2CC3(CC(C3)NC(=O)C=3OC(=CC3)S(NC(COCCOC)=O)(=O)=O)C2)C1